3-chloro-4-fluoro-1-methyl-6,7-dihydro-5H-cyclopenta[c]pyridine-6-carbaldehyde ClC1=C(C2=C(C(=N1)C)CC(C2)C=O)F